ClC1=CC=C2C(=CNC2=C1)S(=O)(=O)NC1=NC=C(C(=N1)OC)OC(F)F 6-chloro-N-[5-(difluoromethoxy)-4-methoxy-pyrimidin-2-yl]-1H-indole-3-sulfonic acid amide